3-(2-chloro-4-(4,6-dichloro-7H-pyrrolo[2,3-d]pyrimidin-7-yl)phenyl)morpholine-4-carboxylic acid tert-butyl ester C(C)(C)(C)OC(=O)N1C(COCC1)C1=C(C=C(C=C1)N1C(=CC2=C1N=CN=C2Cl)Cl)Cl